C(C1=CC=CC=C1)OC1=C(C(=C(C=O)C=C1F)I)F 4-(benzyloxy)-3,5-difluoro-2-iodobenzaldehyde